4-cyclopropyl-7-(2-((2-cyclopropyl-5,6,7,8-tetrahydro-1,7-naphthyridin-3-yl)amino)-5-(trifluoromethyl)pyrimidin-4-yl)-3,4-dihydrothieno[2,3-f][1,4]thiazepin-5(2H)-one 1,1-dioxide C1(CC1)N1CCS(C2=C(C1=O)SC(=C2)C2=NC(=NC=C2C(F)(F)F)NC=2C(=NC=1CNCCC1C2)C2CC2)(=O)=O